N,N-Dimethyl-glycine ethyl ester C(C)OC(CN(C)C)=O